(2,6-Dioxopiperidin-3-yl)-5-(piperidin-4-yl)pyridinecarboxamide O=C1NC(CCC1C=1C(=NC=C(C1)C1CCNCC1)C(=O)N)=O